FC1=CC(=CC(=N1)N1CC2=C(N=C(N=C2)N2N=CC=N2)CC1)OC 6-(6-fluoro-4-methoxy-2-pyridyl)-2-(triazol-2-yl)-7,8-dihydro-5H-pyrido[4,3-d]Pyrimidine